Bis(3-methoxyphenyl) carbonate C(OC1=CC(=CC=C1)OC)(OC1=CC(=CC=C1)OC)=O